2-bromo-1,4-diaminobenzene BrC1=C(C=CC(=C1)N)N